CC(CCO)CC 3-methylpentan-1-ol